ClC1=C(C(=NN1C1=CC=C(C=C1)OC)C)C(=O)O 5-chloro-1-(4-methoxyphenyl)-3-methyl-1H-pyrazole-4-carboxylic acid